3-(5-(3-((3-(4-(4-amino-3-(4-phenoxyphenyl)-1H-pyrazolo[3,4-d]pyrimidin-1-yl)piperidin-1-yl)pyrrolidin-1-yl)methyl)pyrrolidin-1-yl)-1-oxoisoindolin-2-yl)piperidine-2,6-dione NC1=C2C(=NC=N1)N(N=C2C2=CC=C(C=C2)OC2=CC=CC=C2)C2CCN(CC2)C2CN(CC2)CC2CN(CC2)C=2C=C1CN(C(C1=CC2)=O)C2C(NC(CC2)=O)=O